C(C)(=O)[O-].C(C)(=O)[O-].C(C[NH3+])[NH3+] ethylenediammonium diacetate